(S)-3-(2-(4-(p-tolyl)piperazin-1-yl)ethyl)-8-((trifluoromethyl)sulfonyl)-2-oxa-8-azaspiro[4.5]decan-1-one C1(=CC=C(C=C1)N1CCN(CC1)CC[C@H]1OC(C2(C1)CCN(CC2)S(=O)(=O)C(F)(F)F)=O)C